CC1=CC=C(C(=O)NC=2C=C(C=C(C2)C2=CC=CC=C2)C(=O)O)C=C1 5-(4-methylbenzamido)-[1,1'-biphenyl]-3-carboxylic acid